BrC1=CC=C2C(=N1)N(C=C2)C 6-Bromo-1-methyl-pyrrolo[2,3-b]pyridine